N-(2-bromophenethyl)isobutyramide BrC1=C(CCNC(C(C)C)=O)C=CC=C1